1-(4-Methoxyphenyl)-butan-2-one COC1=CC=C(C=C1)CC(CC)=O